O=C1CCC(CC1)C(C)NC(OCC1=CC=CC=C1)=O benzyl (1-(4-oxocyclohexyl)ethyl)carbamate